C(C)(=O)NC1=CC2=CN(N=C2C=C1)C1=CC(=NC=C1)C(=O)O 4-(5-acetylamino-2H-indazol-2-yl)picolinic acid